OCCCC=1OCCN1 (hydroxypropyl)Oxazoline